CCC(C(=O)O)(CCCC)CC.C(C(C)O)O propylene glycol bis(2-ethyl)hexanoate